C(#N)C=1N=C(N(C1)COCC[Si](C)(C)C)C(=O)NC=1C(=NC(=CC1)C1=CC2(C=CC(C1)(O2)CO)C)C2=CCC(CC2)(C)C 4-cyano-N-[2-(4,4-dimethylcyclohexen-1-yl)-6-[5-(hydroxymethyl)-1-methyl-8-oxabicyclo[3.2.1]octa-2,6-dien-3-yl]-3-pyridyl]-1-(2-trimethylsilylethoxymethyl)imidazole-2-carboxamide